(S)-4-(cyclopropylethynyl)-2-oxo-7-((6-oxopyrimidin-1(6H)-yl)methyl)-4-(trifluoromethyl)-1,2,3,4-tetrahydroquinazoline-6-carbonitrile C1(CC1)C#C[C@@]1(NC(NC2=CC(=C(C=C12)C#N)CN1C=NC=CC1=O)=O)C(F)(F)F